4-(2,5-Dichlorophenyl)-N-(4-(2-(1,3-dioxoisoindolin-2-yl)ethoxy)-2,6-dimethylphenyl)picolinamide ClC1=C(C=C(C=C1)Cl)C1=CC(=NC=C1)C(=O)NC1=C(C=C(C=C1C)OCCN1C(C2=CC=CC=C2C1=O)=O)C